C(C1=CC=CC=C1)N1[C@H](CCC1=O)C(C(=O)O)=O 2-[(2R)-1-Benzyl-5-oxopyrrolidin-2-yl]-2-oxoacetic Acid